(S)-2-amino-N-isopropyl-3-(4-(2-oxo-1,2-dihydropyridin-4-yl)phenyl)propanamide N[C@H](C(=O)NC(C)C)CC1=CC=C(C=C1)C1=CC(NC=C1)=O